(cyclohexane) sodium ethanesulfonate C(C)S(=O)(=O)[O-].[Na+].C1CCCCC1